CC=1OC=C2C1OCCO2 methyl-3,4-ethylenedioxyfuran